diethyl-2-hydroxymalonate C(C)OC(C(C(=O)OCC)O)=O